C(=O)(OC(C)(C)C)N[C@@H](C)CO N-Boc-L-alaninol